(3R,7R)-2-(4-chloro-3-(trifluoromethyl)benzoyl)-9-((R*)-1-(2-isopropoxypyridin-4-yl)ethyl)-3,7-dimethyl-1,2,3,4,8,9-hexahydropyrido[4',3':3,4]pyrazolo[1,5-a]pyrazin-10(7H)-one ClC1=C(C=C(C(=O)N2CC=3C(=NN4C3C(N(C[C@H]4C)[C@H](C)C4=CC(=NC=C4)OC(C)C)=O)C[C@H]2C)C=C1)C(F)(F)F |o1:19|